C1(=CC=CC=C1)C=1C(=C(C=CC1NC1=CC=C(C=C1)N(C=1C=C(C=CC1)C)C1=CC=CC=C1)C1=CC=C(C=C1)NC1=CC=C(C=C1)N(C=1C=C(C=CC1)C)C1=CC=CC=C1)C1=CC=CC=C1 diphenyl-N,N'-bis-[4-(phenyl-m-tolyl-amino)phenyl]biphenyl-4,4'-diamine